heptane-2-carboxylic acid propynylester C(#CC)OC(=O)C(C)CCCCC